Tert-butyl 4-(((2-cyclopropyl-5-fluoro-4-((methylsulfonyl) carbamoyl) benzyl) oxy) methyl)-4-fluoropiperidine-1-carboxylate C1(CC1)C1=C(COCC2(CCN(CC2)C(=O)OC(C)(C)C)F)C=C(C(=C1)C(NS(=O)(=O)C)=O)F